OCCC1C2C=CC(C1CCO)C2 5,6-bis(2'-hydroxyethyl)bicyclo[2.2.1]-2-heptene